CO[Se](O)(=O)=O METHYLSELENIC ACID